(2-(3-morpholinopropoxy)phenyl)(phenyl)methanone O1CCN(CC1)CCCOC1=C(C=CC=C1)C(=O)C1=CC=CC=C1